2-Methoxybenzylsuccinic acid dipropyl ester C(CC)OC(C(CC(=O)OCCC)CC1=C(C=CC=C1)OC)=O